(S)-N-(2,6-dimethylpyrimidin-4-yl)-5-[5-(5,5-dimethyltetrahydrofuran-3-yl)oxy-2-methyl-4-pyridyl]pyrazolo[1,5-a]pyridin-2-amine CC1=NC(=CC(=N1)NC1=NN2C(C=C(C=C2)C2=CC(=NC=C2O[C@@H]2COC(C2)(C)C)C)=C1)C